BrC=1C=C(C=CC1)C1(CC(C1)C)CC(=O)OCC Ethyl 2-[1-(3-bromophenyl)-3-methyl-cyclobutyl]acetate